4-(3-isothiocyanatopyrrolidin-1-yl)-7-(N,N-dimethylaminosulfonyl)-2,1,3-benzoxadiazole N(=C=S)C1CN(CC1)C1=CC=C(C2=NON=C21)S(=O)(=O)N(C)C